COC1=CC=C(CN2N=CC=C2O)C=C1 1-(4-methoxybenzyl)-1H-pyrazol-5-ol